2-(2,6-difluoro-4-(pyrrolidin-1-yl)phenyl)acetaldehyde FC1=C(C(=CC(=C1)N1CCCC1)F)CC=O